trans-3-hydroxy-1-methyl-3-(2-(3-methyl-3H-[1,2,3]triazolo[4,5-b]pyridin-6-yl)thieno[2,3-d]pyrimidin-6-yl)cyclobutanecarbonitrile OC1(CC(C1)(C#N)C)C1=CC2=C(N=C(N=C2)C=2C=C3C(=NC2)N(N=N3)C)S1